C(C)(C)(C)OC(C=CC1=CC=C(C=C1)C1=CC(=C(C=C1)OC(C)C(=O)O)C12CC3CC(CC(C1)C3)C2)=O 3-[3'-Adamantan-1-yl-4'-(1-carboxy-ethoxy)-biphenyl-4-yl]-acrylic acid tert-butyl ester